[(2S,6R)-2-(hydroxymethyl)-6-(5-methyl-2,4-dioxo-pyrimidin-1-yl)-1,4-dioxan-2-yl]methyl benzoate C(C1=CC=CC=C1)(=O)OC[C@]1(O[C@H](COC1)N1C(NC(C(=C1)C)=O)=O)CO